2,4-thiazolidinedicarboxylic acid 2-ethyl ester CCOC(=O)C1SCC(N1)C(=O)O